4,5-dimethoxy-2-(4-oxo-4H-chromen-2-carboxamido)benzamide COC1=CC(=C(C(=O)N)C=C1OC)NC(=O)C=1OC2=CC=CC=C2C(C1)=O